CCC(C(CCCC)CC)=NO methyl-3-ethyl-heptanone oxime